(Z)-2-((3-benzyl-5-(3-fluoro-5-hydroxyphenyl)pyrazin-2-yl)amino)-3-(furan-2-yl)acrylic acid tert-butyl ester C(C)(C)(C)OC(/C(=C/C=1OC=CC1)/NC1=NC=C(N=C1CC1=CC=CC=C1)C1=CC(=CC(=C1)O)F)=O